C(C1=CC=CC=C1)C1(CN(CC1)S(=O)(=O)C1=CC(=CC=C1)OC)C=1C=C2C=NN(C2=CC1C)C=1C=CC(N(C1)C)=O 5-(5-(3-benzyl-1-((3-methoxyphenyl)sulfonyl)pyrrolidin-3-yl)-6-methyl-1H-indazol-1-yl)-1-methylpyridin-2(1H)-one